(4S)-4-{[1-(tert-butoxycarbonyl)-5,5-dimethyl-2-oxopyrrolidin-3-yl]methyl}-2,2-dimethyl-1,3-oxazolidine-3-carboxylic acid tert-butyl ester C(C)(C)(C)OC(=O)N1C(OC[C@@H]1CC1C(N(C(C1)(C)C)C(=O)OC(C)(C)C)=O)(C)C